4-((2-iodo-1-(2,2,2-trifluoroethyl)-1H-indol-4-yl)amino)tetrahydro-2H-thiopyran-1,1-dioxide IC=1N(C2=CC=CC(=C2C1)NC1CCS(CC1)(=O)=O)CC(F)(F)F